9-Oxo-9H-xanthen O=C1C2=CC=CC=C2OC=2C=CC=CC12